octane-3-carboxylic acid-2-methylpropan-2-yl ester CC(C)(C)OC(=O)C(CC)CCCCC